S(=O)(=O)(O)ON1[C@@H]2C=C([C@H](N(C1=O)C2)C(=O)NNC(=O)[C@H]2CNCCC2)C (2S,5R)-3-methyl-7-oxo-2-(2-((R)-piperidine-3-carbonyl) hydrazine-1-carbonyl)-1,6-diazabicyclo[3.2.1]oct-3-en-6-yl hydrogensulfate